tert-butyl-diphenyl-[[(3S)-1-[3-pyrimidin-5-yl-1-(2-trimethylsilylethoxymethyl)pyrrolo[2,3-b]pyridin-4-yl]-3-piperidyl]oxy]silane C(C)(C)(C)[Si](O[C@@H]1CN(CCC1)C1=C2C(=NC=C1)N(C=C2C=2C=NC=NC2)COCC[Si](C)(C)C)(C2=CC=CC=C2)C2=CC=CC=C2